OP(O)OP(O)O.C(C)(C)(C)C=1C(=C(C=CC1)C(O)(C(CO)(CO)CO)C1=C(C(=CC=C1)C(C)(C)C)C(C)(C)C)C(C)(C)C bis(di-t-butylphenyl)pentaerythritol diphosphite